[Br-].C1(CCCCC1)C[Zn+] (cyclohexylmethyl)zinc (II) bromide